ClC=1C=C(C=NC1N1N=CC=N1)NC(=O)NC=1C=NC=2C=CC(N(C2C1C(C)OC)C)=O N-(5-chloro-6-(2H-1,2,3-triazol-2-yl)pyridin-3-yl)-N'-(4-(1-methoxyethyl)-5-methyl-6-oxo-5,6-dihydro-1,5-naphthyridin-3-yl)urea